11C-methionine [11CH3]SCC[C@@H](C(=O)O)N